C(CCCCCCC\C=C/C\C=C/CCCCC)(=O)OCC1=CC(=CC(=C1)COC(NCCN1CCCC1)=O)COC(CCC(OCCC#CCCCC)OCCC#CCCCC)=O 3-(((4,4-bis(oct-3-yn-1-yloxy)butanoyl)oxy)methyl)-5-((((2-(pyrrolidin-1-yl)ethyl)carbamoyl)oxy)methyl)benzyl (9Z,12Z)-octadeca-9,12-dienoate